C(C)C=1C=[N+](C=CC1)CCCS(=O)(=O)O 3-ethyl-1-(3-sulfopropyl)pyridinium